NC1=C(C=CC=N1)C1=CC(=C(C(=C1)OC)OC)OC 6-Amino-5-(3,4,5-Trimethoxyphenyl)pyridin